C1(CC1)N[C@@H]1[C@H](CCCC1)O (1S,2S)-2-cyclopropylamino-1-cyclohexanol